ClC1=C(OC2=C(C=NC(=C2)C(F)(F)F)C(=O)NC2=CN=NC=C2)C=CC(=C1)OC(F)(F)F 4-[2-chloro-4-(trifluoromethoxy)phenoxy]-N-pyridazin-4-yl-6-(trifluoromethyl)pyridine-3-carboxamide